2-trimethylsilylethyl 4-[(E)-3-(tert-butoxycarbonylamino)prop-1-enyl]sulfonylpiperidine-1-carboxylate C(C)(C)(C)OC(=O)NC/C=C/S(=O)(=O)C1CCN(CC1)C(=O)OCC[Si](C)(C)C